Methyl 6-(1-((methylsulfonyl)oxy)ethyl)nicotinate CS(=O)(=O)OC(C)C1=NC=C(C(=O)OC)C=C1